C(C)(C)(C)C=1SC2=C(NC(C(NC2=O)CC2=NC=CC=C2)=O)N1 2-(tert-butyl)-5,8-dioxo-6-(pyridin-2-ylmethyl)-4,5,6,8-tetrahydro-7H-thiazolo[4,5-e][1,4]diazepin